BrC1=CC(=CC2=CC=CC=C12)I 1-bromo-3-iodo-naphthalene